2-[7-[(1R,2R)-2-hydroxycyclopentyl]-5,6-dihydropyrrolo[2,3-c]pyridazin-3-yl]-3-methyl-5-(trifluoromethyl)phenol O[C@H]1[C@@H](CCC1)N1CCC2=C1N=NC(=C2)C2=C(C=C(C=C2C)C(F)(F)F)O